N,N-bis(2-hydroxyethyl-methyl-aminoethyl)oxamide OCCC(CN(C(=O)C(=O)N)CC(N)(C)CCO)(N)C